(R)-2-(1-(4-(cyclohex-1-en-1-yl)thiophen-2-yl)cyclopropyl)-6-(2-hydroxy-2-(3-(trifluoromethyl)phenyl)acetyl)-5,6,7,8-tetrahydropyrido[4,3-d]pyrimidin-4(3H)-one C1(=CCCCC1)C=1C=C(SC1)C1(CC1)C=1NC(C2=C(N1)CCN(C2)C([C@@H](C2=CC(=CC=C2)C(F)(F)F)O)=O)=O